C(CCCCC)OC(C=1C(O)=CC=CC1)=O Salicylic acid hexyl ester